γ-dinitrophenol C1=CC(=C(C=C1[N+](=O)[O-])O)[N+](=O)[O-]